FC=1C(=CC(=NC1)OC)C1=CC(=NN1)C(=O)N1C2(CC2)C[C@H](CC1)C(=O)NC1CCN(CC1)C1COC1 (S)-4-(5-(5-fluoro-2-methoxypyridin-4-yl)-1H-pyrazole-3-carbonyl)-N-(1-(oxetan-3-yl)piperidin-4-yl)-4-azaspiro[2.5]octane-7-carboxamide